(5'S,7a'R)-5'-(1-methyl-1H-pyrazol-3-yl)-3-(3-(1-methyl-1H-pyrazol-5-yl)phenoxy)tetrahydro-3'H-spiro[cyclobutane-1,2'-pyrrolo[2,1-b]oxazol]-3'-one CN1N=C(C=C1)[C@@H]1CC[C@H]2OC3(C(N21)=O)CC(C3)OC3=CC(=CC=C3)C3=CC=NN3C